C(C)(C)(C)OC(NCCNC)=O 2-(methylamino)ethylcarbamic acid tert-butyl ester